1-[(1E)-3-bromo-2-methylprop-1-en-1-yl]-4-{[(2E)-3,7-dimethylocta-2,6-dien-1-yl]oxy}benzene BrC/C(=C/C1=CC=C(C=C1)OC\C=C(\CCC=C(C)C)/C)/C